OC(C)C=1C(=NC(=CC1)N1C=NC2=C1C=C(C=C2)NC=2N=NC(=CC2)C)N2N=C(C(=C2)C#N)C 1-[3-(1-Hydroxyethyl)-6-[6-[(6-methylpyridazin-3-yl)amino]benzimidazol-1-yl]-2-pyridyl]-3-methyl-pyrazole-4-carbonitrile